4-chloro-3-nitrocoumarin ClC1=C(C(OC2=CC=CC=C12)=O)[N+](=O)[O-]